[[3-(trifluoromethyl)pyrazin-2-yl] methyl] carbamate C(N)(OCC1=NC=CN=C1C(F)(F)F)=O